BrC1=C2C=CN(C(C2=CN=C1)=O)CC=1N=C2N(C=C(C=C2)CN2CC3(CC(C3)(F)F)CC2)C1 5-bromo-2-([6-((2,2-difluoro-6-azaspiro[3.4]octan-6-yl)methyl)imidazo[1,2-a]pyridin-2-yl]methyl)-1,2-dihydro-2,7-naphthyridin-1-one